3-[[4-[3-cyclopropyl-5-isobutyl-2-(2H-tetrazol-5-yl)phenyl]piperazin-1-yl]methyl]pyridazine C1(CC1)C=1C(=C(C=C(C1)CC(C)C)N1CCN(CC1)CC=1N=NC=CC1)C=1N=NNN1